BrC=1C=C(C2=C(C(=CO2)C(=O)OCC)C1)CN(CC(F)(F)F)C(=O)OC(C)(C)C ethyl 5-bromo-7-((tert-butoxycarbonyl(2,2,2-trifluoroethyl)amino)methyl)benzofuran-3-carboxylate